silylether diacrylate C(C=C)(=O)O.C(C=C)(=O)O.[SiH3]O[SiH3]